CC1(C(C2=CC(=CC=C2C1)C1=C(C(=C(C=C1)F)F)F)NC(O[C@@H]1CN2CCC1CC2)=O)C (S)-quinuclidin-3-yl (2,2-dimethyl-6-(2,3,4-trifluorophenyl)-2,3-dihydro-1H-inden-1-yl)carbamat